N1=CN=C2C(N=CC=C21)=O imidazo[4,5-c]pyridin-4-one